(S)-1-(3,4-Difluorobenzyl)-N-(1,4-dimethyl-5-oxo-4,5,6,7-tetrahydro-1H-pyrazolo[3,4-b][1,4]oxazepin-6-yl)-1H-imidazol-4-carboxamid FC=1C=C(CN2C=NC(=C2)C(=O)N[C@@H]2C(N(C3=C(OC2)N(N=C3)C)C)=O)C=CC1F